CC1=C(SC(=C1)C=1C=C2CCN(CC2=CC1)C)C(=O)N1C[C@H](CC1)NC(OC(C)(C)C)=O tert-butyl (S)-(1-(3-methyl-5-(2-methyl-1,2,3,4-tetrahydroisoquinolin-6-yl)thiophene-2-carbonyl)pyrrolidin-3-yl)carbamate